C(C1=CC=CC=C1)OC=1C=C(C=CC1)C(C)=O 1-[3-(benzyloxy)-phenyl]ethan-1-one